4-(6-benzylimidazo[1,2-b]pyridazin-3-yl)benzamide C(C1=CC=CC=C1)C=1C=CC=2N(N1)C(=CN2)C2=CC=C(C(=O)N)C=C2